5-(5-((tert-Butoxycarbonyl)(methyl)amino)-3-fluoropyridin-2-yl)-1-ethyl-1H-pyrazole-4-carboxylic acid C(C)(C)(C)OC(=O)N(C=1C=C(C(=NC1)C1=C(C=NN1CC)C(=O)O)F)C